C12(CC3CC(CC(C1)C3)C2)CC(C(=O)O)N 3-(1-adamantyl)-2-aminopropanoic acid